O=C1N(C2=CC=CC=C2C(N1CC1=CC=C(C=C1)C(F)(F)F)=O)CC1=CC=C(C(=O)NO)C=C1 4-((2,4-dioxo-3-(4-(trifluoromethyl)benzyl)-3,4-dihydroquinazolin-1(2H)-yl)methyl)-N-hydroxybenzoamide